The molecule is a piperidinecarboxylate that is the conjugate base of 1-piperideine-2-carboxylic acid. It has a role as a human metabolite. It is a conjugate base of a 1-piperideine-2-carboxylic acid. C1CCN=C(C1)C(=O)[O-]